N1=C(N=CC=C1)C1(CC1)NC(=O)[C@H]1CN(CC[C@@H]1NC(=O)C1=NOC(=C1)C1=C(C=C(C=C1)F)F)C[C@@H]1C(C1)(F)F (3S,4S)-1-((1R)-2,2-difluoro-cyclopropylmethyl)-4-{[5-(2,4-difluoro-phenyl)-isoxazole-3-carbonyl]-amino}-piperidine-3-carboxylic acid (1-pyrimidin-2-yl-cyclopropyl)-amide